N-(5-(6-(3-(3,4-dihydro-2H-pyran-6-yl)-5-(trifluoromethyl)phenyl)-1-oxo-3,4-dihydroisoquinolin-2(1H)-yl)-2-((2-methoxyethoxy)methoxy)phenyl)methanesulfonamide O1CCCC=C1C=1C=C(C=C(C1)C(F)(F)F)C=1C=C2CCN(C(C2=CC1)=O)C=1C=CC(=C(C1)NS(=O)(=O)C)OCOCCOC